C(C1=CC=CC=C1)(C1=CC=CC=C1)N1CCN(CC1)C(CCOCCNC(COC1=C2C(N(C(C2=CC=C1)=O)C1C(NC(CC1)=O)=O)=O)=O)=O N-(2-(3-(4-benzhydrylpiperazin-1-yl)-3-oxopropoxy)ethyl)-2-((2-(2,6-dioxopiperidin-3-yl)-1,3-dioxoisoindolin-4-yl)oxy)acetamide